ClC1=CC=C(C=C1)[C@@H]1[C@H](C1)C(=O)N[C@H](C(=O)NC(C[C@H]1C(NCC1)=O)C(C(=O)NC1CC1)=O)CC(C)(C)C (1S,2S)-2-(4-Chlorophenyl)-N-((2S)-1-((4-(cyclopropylamino)-3,4-dioxo-1-((S)-2-oxopyrrolidin-3-yl)butan-2-yl)amino)-4,4-dimethyl-1-oxopentan-2-yl)cyclopropan-1-carboxamid